C1N(CC12CNCC2)C=2C1=CN(N=C1C(=CC2)C(=O)NC=2C=C(C=1N(C2)C=C(N1)C)F)CC 4-{2,6-diazaspiro[3.4]octan-2-yl}-2-ethyl-N-{8-fluoro-2-methylimidazo[1,2-a]pyridin-6-yl}indazole-7-carboxamide